[Cl-].CC([N+](C)(C)CC1=CC=CC=C1)CCCCCCCCCCCC methyl-dodecyl-benzyl-trimethyl-ammonium chloride